(dimethyl-amino)propyl-methacrylamide CN(C)CCCC=C(C(=O)N)C